1-methyl-2-((6-(tri-fluoromethoxy)benzo-[d]oxazol-2-yl)amino)-1H-benzo[d]imidazole-5-carboxylic acid CN1C(=NC2=C1C=CC(=C2)C(=O)O)NC=2OC1=C(N2)C=CC(=C1)OC(F)(F)F